OC(C)(C)C=1NN(C2=CN(CCOC21)C2=C(C=C(C=C2)C=2N=CC1=C(N2)C=CC(=N1)C(F)(F)F)C)C 3-(2-hydroxypropan-2-yl)-1-methyl-7-(2-methyl-4-(6-(trifluoromethyl)pyrido[3,2-d]pyrimidin-2-yl)phenyl)-6,7-dihydro-1H-pyrazolo[3,4-f][1,4]oxazepin